C1(=C(C=CC=C1)NC(NC1=C(C=CC=C1)C)=N)C.B(O)(O)O.C=1(O)C(O)=CC=CC1.C=1(O)C(O)=CC=CC1 di-catechol borate di-o-tolylguanidine salt